BrC=1C=CC(=C2COCC12)CO (7-bromo-1,3-dihydroisobenzofuran-4-yl)methanol